3-cyclopropyl-N-((S)-2-(dimethylamino)-3-(4-hydroxy-2,6-dimethylphenyl)propyl)-3-(2-methylthiazol-5-yl)propanamide C1(CC1)C(CC(=O)NC[C@H](CC1=C(C=C(C=C1C)O)C)N(C)C)C1=CN=C(S1)C